((3r,4r)-1-benzyl-4-methylpiperidin-3-yl)carbamic acid methyl ester dibenzoyl-L-tartrate salt C(C1=CC=CC=C1)(=O)[C@]([C@](C(=O)O)(O)C(C1=CC=CC=C1)=O)(O)C(=O)O.COC(N[C@H]1CN(CC[C@H]1C)CC1=CC=CC=C1)=O